FC(C(O)C=1N=C(OC1)C)F 2,2-difluoro-1-(2-methyl-oxazol-4-yl)ethan-1-ol